C1(CCC(CCCC=CC)O1)=O 8-decen-1,4-olide